ClC1=NC(=CC(=N1)C(=O)C1=CC=CC=C1)Cl (2,6-dichloropyrimidin-4-yl)-phenyl-methanone